N1C(CC2=CC=CC=C12)=O DIHYDRO-2H-INDOL-2-ONE